COC=1C=C2C(=NC=NC2=CC1OC)N1N=C(N=C1N)NC1=CC=C(C=C1)OC1CN(CCC1)C 1-(6,7-dimethoxyquinazolin-4-yl)-N3-(4-(1-methylpiperidin-3-yloxy)phenyl)-1H-1,2,4-triazole-3,5-diamine